FC(C(=O)OCCC)C propyl fluoropropionate